(E)-4-(Dimethylamino)-N-(2-((3R,5R)-3-fluoro-5-((5-(trifluoromethyl)pyrimidin-2-yl)amino)piperidin-1-yl)-1,6-dimethyl-1H-benzo[d]imidazol-5-yl)but-2-enamide CN(C/C=C/C(=O)NC1=CC2=C(N(C(=N2)N2C[C@@H](C[C@H](C2)NC2=NC=C(C=N2)C(F)(F)F)F)C)C=C1C)C